COC1=C2C(NC(=NC2=CC(=C1)OC)C1=CC=C(C=C1)N1CCC(CC1)N1CCN(CC1)CC=1C=C2CN(C(C2=C(C1)F)=O)C1C(NC(CC1)=O)=O)=O 3-(5-((4-(1-(4-(5,7-dimethoxy-4-oxo-3,4-dihydroquinazolin-2-yl)phenyl)piperidine-4-yl)piperazin-1-yl)methyl)-7-fluoro-1-oxoisoindolin-2-yl)piperidine-2,6-dione